4-bromo-1-(diethoxymethyl)-2-methylbenzene BrC1=CC(=C(C=C1)C(OCC)OCC)C